2-oxa-5-azabicyclo[4.1.0]heptan C12OCCNC2C1